BrC=1N=C(C(=NC1)N)OCC1=CC=NC2=CC=CC=C12 5-bromo-3-(quinolin-4-ylmethoxy)pyrazin-2-amine